4,4'-[(1H-1,2,4-triazol-1-yl)-methylene]-bis-benzonitrile N1(N=CN=C1)C(C1=CC=C(C#N)C=C1)C1=CC=C(C#N)C=C1